C(#N)C1=C(C=CC=C1C)SC=1C=2N(C=C(C1)C=1C=NN(C1)C)N=CC2C#N 4-((2-cyano-3-methylphenyl)thio)-6-(1-methyl-1H-pyrazol-4-yl)pyrazolo[1,5-a]pyridine-3-carbonitrile